O1COC2=C1C=CC(=C2)C=2OC1=C(C(=C(C(=C1C(C2OC)=O)O)OC)OC)OC 2-(1,3-benzodioxol-5-yl)-5-hydroxy-3,6,7,8-tetramethoxy-4h-chromen-4-one